5-acetyl-7-methyl-3-(thieno[2,3-b]pyridin-2-yl)quinoline-2-carbonitrile C(C)(=O)C1=C2C=C(C(=NC2=CC(=C1)C)C#N)C1=CC=2C(=NC=CC2)S1